C(C=C)(=O)N1[C@H](CN(C[C@H]1C)C1=NC(N2C3=C(C(=C(C=C13)Cl)C1=C(C=C(C=C1)F)F)SCC(C2)OC)=O)C 8-((3S,5R)-4-acryloyl-3,5-dimethylpiperazin-1-yl)-10-chloro-11-(2,4-difluorophenyl)-3-methoxy-3,4-dihydro-2H,6H-[1,4]thiazepino[2,3,4-ij]quinazolin-6-one